2-(1H-Benzo[d]imidazol-5-yl)-3-(3-fluoro-4-methoxyphenyl)isoindolin-1-on N1C=NC2=C1C=CC(=C2)N2C(C1=CC=CC=C1C2C2=CC(=C(C=C2)OC)F)=O